(3-(1-(4-(N,N-dimethylsulfamoyl)phenyl)-3-oxobut-2-yl)pyridin-4-oneYl)carbamic acid tert-butyl ester C(C)(C)(C)OC(NC1=NC=CC(C1C(CC1=CC=C(C=C1)S(N(C)C)(=O)=O)C(C)=O)=O)=O